C(C)(C)(C)C1=C(C2=C(N=CN=C2OC2C(CCCC2)C)S1)C1=CC(=C(C=C1)Cl)Cl 6-tert-butyl-5-(3,4-dichlorophenyl)-4-(2-methylcyclohexyloxy)thieno[2,3-d]pyrimidine